9-(3-(methylamino)propyl)-3-azaspiro[5.5]undecane-3-carboxylic acid tert-butyl ester C(C)(C)(C)OC(=O)N1CCC2(CC1)CCC(CC2)CCCNC